C(C)(C)(C)OC(=O)NCCCCN[C@@H](CO)C(=O)O (4-((tert-butoxycarbonyl)amino)butyl)-L-serine